[1,3-Bis(2,4,6-trimethylphenyl)-4-[(trimethylammonio)methyl]imidazolidin-2-ylidene]-(2-i-propoxybenzylidene)dichlororuthenium(II) chloride CC1=C(C(=CC(=C1)C)C)N1C(N(C(C1)C[N+](C)(C)C)C1=C(C=C(C=C1C)C)C)=[Ru-5](Cl)(Cl)(=CC1=C(C=CC=C1)OC(C)C)Cl